C(C1=CC=CC=C1)OC=1C=C(C=CC1)CC1=NC2=C(N1)C=CC(=C2)C(=O)OC methyl 2-[(3-benzyloxyphenyl)methyl]-1H-benzimidazole-5-carboxylate